2-(6-ethyl-3-methyl-8-oxo-7-(piperazin-1-yl)pyrido[2,3-b]pyrazin-5(8H)-yl)acetic acid trifluoroacetate FC(C(=O)O)(F)F.C(C)C1=C(C(C=2C(=NC(=CN2)C)N1CC(=O)O)=O)N1CCNCC1